CN(S(=O)(=O)CCNC1=C(C=C(C=C1)C1=CC=CC=C1)C1=NN(C=C1)CC=1C=NC=CC1)C N,N-dimethyl-2-((3-(1-(pyridin-3-ylmethyl)-1H-pyrazol-3-yl)-[1,1'-biphenyl]-4-yl)amino)ethane-1-sulfonamide